N-((3S)-3-piperidyl)-4-[6-(1H-1,2,4-triazol-3-yl)-1H-indol-3-yl]-5-(trifluoromethyl)pyrimidin-2-amine N1C[C@H](CCC1)NC1=NC=C(C(=N1)C1=CNC2=CC(=CC=C12)C1=NNC=N1)C(F)(F)F